ClC=1C=C(C=C(C1)OC)NC(=O)NC1=C(C=CC=C1)CO 1-(3-chloro-5-methoxyphenyl)-3-(2-hydroxymethylphenyl)urea